methyl 2-(1-(4-isopropylphenyl)-5-(((trifluoromethyl)sulfonyl)oxy)-1H-pyrazol-3-yl)acetate C(C)(C)C1=CC=C(C=C1)N1N=C(C=C1OS(=O)(=O)C(F)(F)F)CC(=O)OC